BrC1=CN=C2N1N=C(C=C2)N2C[C@@H](OCC2)C (S)-4-(3-Bromoimidazo[1,2-b]pyridazin-6-yl)-2-methylmorpholine